S=P(OCC)(OCC)OC1=NC(=NC(=C1)C)C(C)C anti-diazinon